OC(C=1C=C(C=CC1)N1C(C2=CC(=CC(=C2C1)C(F)(F)F)CNC1(CCC1)C)=O)(C1=CC=CC=C1)C1=NN=CN1C 2-(3-(hydroxy(4-methyl-4H-1,2,4-triazol-3-yl)(phenyl)methyl)phenyl)-6-(((1-methyl-cyclobutyl)amino)methyl)-4-(trifluoromethyl)isoindolin-1-one